OC1=C(C(/C=C/C2=CC=C(C=C2)SC)=O)C=CC(=C1)O 2',4'-Dihydroxy-4-(methylthio)chalcone